2-octenylmethyldimethoxysilane C(C=CCCCCC)[Si](OC)(OC)C